p-propyl-benzenesulfonic acid C(CC)C1=CC=C(C=C1)S(=O)(=O)O